6-iodo-2-methylbenzo[d]thiazole IC1=CC2=C(N=C(S2)C)C=C1